N1C=CC2=CC(=CC=C12)CNC1=NC2=C(N1C(CCC1CCCC1)=O)C=CC=C2 1-(2-(((1H-indol-5-yl)methyl)amino)-1H-benzo[d]imidazol-1-yl)-3-cyclopentylpropan-1-one